(2-bromobenzyl)zinc(ii) bromide [Br-].BrC1=C(C[Zn+])C=CC=C1